N-cyclohexyl-1,4-dimethyl-1,2,3,4-tetrahydropyrido[3,4-b]pyrazine-7-carboxamide C1(CCCCC1)NC(=O)C1=CC2=C(N(CCN2C)C)C=N1